C(C)(C)C(C(CC)C)(C(CC(C)(C)C)C)O 4-Isopropyl-3,5,7,7-tetramethyl-octan-4-ol